F[C@@H]1CN(CC1)C(=O)N1C[C@@H]([C@@H](CC1)C)N(C1=C2C(=NC=C1C(=O)OCC)NC=C2)C ethyl 4-(((3R,4R)-1-((S)-3-fluoropyrrolidine-1-carbonyl)-4-methylpiperidin-3-yl)(methyl)amino)-1H-pyrrolo[2,3-b]pyridine-5-carboxylate